BrC1=NN(C(=N1)Br)C1COCC1 3,5-dibromo-1-(oxolane-3-yl)-1,2,4-triazole